NC1(CCCCC1)C(=O)O 1-aminocyclohexylcarboxylic acid